OCC([C@@H](C[C@@H]1C(NCC1)=O)NC(=O)[C@H]1N(C2CCC1CC2)C(=O)C=2NC1=CC=CC(=C1C2)OC)=O (S)-N-((R)-4-hydroxy-3-oxo-1-((R)-2-oxopyrrolidin-3-yl)butan-2-yl)-2-(4-methoxy-1H-indole-2-carbonyl)-2-azabicyclo[2.2.2]octane-3-carboxamide